7-(tert-butyl)-4-chloro-5-iodo-6-methyl-7H-pyrrolo[2,3-d]pyrimidine C(C)(C)(C)N1C(=C(C2=C1N=CN=C2Cl)I)C